1-(6-(3-azabicyclo[3.1.0]hexan-3-yl)pyridin-3-yl)-2-((tert-butyldiphenylsilyl)oxy)ethanol C12CN(CC2C1)C1=CC=C(C=N1)C(CO[Si](C1=CC=CC=C1)(C1=CC=CC=C1)C(C)(C)C)O